CC1=CC=C(C=C1)NC(=O)CBr 2-bromo-N-(4-methylphenyl)acetamide